tert-butyl 4-(4-((6-amino-3-iodopyridin-2-yl)amino)butyl)-6-azaspiro[2.5]octane-6-carboxylate NC1=CC=C(C(=N1)NCCCCC1C2(CC2)CCN(C1)C(=O)OC(C)(C)C)I